1-amino-3-(2'-hydroxyethyl)-phenylphenol NC1(CC(=CC=C1)CCO)C1=C(C=CC=C1)O